Benzyl (1S,2R,5R)-3-(2-methoxy-2-oxoacetyl)-3-azabicyclo[3.1.0]hexane-2-carboxylate COC(C(=O)N1[C@H]([C@H]2C[C@H]2C1)C(=O)OCC1=CC=CC=C1)=O